4-[3-amino-3-(methoxymethyl)pyrrolidin-1-yl]-N-{bicyclo[1.1.1]pentan-1-yl}-5-(3,5-difluorophenyl)pyridine-3-carboxamide NC1(CN(CC1)C1=C(C=NC=C1C1=CC(=CC(=C1)F)F)C(=O)NC12CC(C1)C2)COC